ClC=1C=C(C=CC1C(F)(F)F)C1=CC(N(C=2N=C(N=CC21)N2CCC(CC2)NCCC2=CC=CC=C2)C2CCCC2)=O 5-(3-chloro-4-(trifluoromethyl)phenyl)-8-cyclopentyl-2-(4-(phenethylamino)piperidin-1-yl)pyrido[2,3-d]pyrimidin-7-one